(2-hydroxy)Propane OC(C)C